4-heptylphenyl-boric acid C(CCCCCC)C1=CC=C(C=C1)OB(O)O